ethyl 5-[bis[(4-methoxyphenyl)methyl]amino]-2-(2-methoxy-4-pyridyl)oxazole-4-carboxylate COC1=CC=C(C=C1)CN(C1=C(N=C(O1)C1=CC(=NC=C1)OC)C(=O)OCC)CC1=CC=C(C=C1)OC